2-methyl-3-[(4S)-4-isopropyl-1-cyclohexen-1-yl]propanal CC(C=O)CC1=CC[C@H](CC1)C(C)C